(((tert-Butyldiphenylsilyl)oxy)methyl)-4-ethyl-1H-1,2,4-triazol-5(4H)-one [Si](C1=CC=CC=C1)(C1=CC=CC=C1)(C(C)(C)C)OCN1N=CN(C1=O)CC